F[C@H](CNC(=O)C=1C=NC=2N(C1NC(C)C)N=C(C2)N2C(C=CC=C2)=O)C(C)(C)O (R)-N-(2-fluoro-3-hydroxy-3-methylbutyl)-7-(isopropylamino)-2-(2-oxopyridin-1(2H)-yl)pyrazolo[1,5-a]pyrimidine-6-carboxamide